COC(C(=[N+]=[N-])C1=C(C=CC=C1)Cl)=O o-chlorophenyl-diazoacetic acid methyl ester